(2S,3S,4S,5S,6R)-2-((7-aminoheptyl)oxy)-6-(hydroxymethyl)tetrahydro-2H-pyran-3,4,5-triol NCCCCCCCO[C@H]1O[C@@H]([C@H]([C@@H]([C@@H]1O)O)O)CO